FC1=CC=C(C=C1)N1C(C(CCC1)C(=O)O)=O 1-(4-fluorophenyl)-2-oxo-piperidine-3-carboxylic acid